2,5-dioxopyrrolidin-1-yl-5-methylpyridine-2-carboxylic acid O=C1N(C(CC1)=O)C=1C(=NC=C(C1)C)C(=O)O